C12C(CCC(CC1)C2)=O bicyclo(3.2.1)octan-2-one